FC1=C(C=C(C=C1)NC(N([C@@H](C)C1=CNC(C2=CC=CC=C12)=O)C)=O)C (S)-3-(4-fluoro-3-methylphenyl)-1-methyl-1-(1-(1-oxo-1,2-dihydroisoquinolin-4-yl)ethyl)urea